z-1,3-dioxan-5-amine O1COCC(C1)N